C12(CC3CC(CC(C1)C3)C2)NCCCCCCNC2=C3C(N(C(=NC3=CC=C2)C)C2C(NC(CC2)=O)=O)=O 3-(5-((6-(((3s,5s,7s)-adamantan-1-yl)amino)hexyl)amino)-2-methyl-4-oxoquinazolin-3(4H)-yl)piperidine-2,6-dione